N(=[N+]=[N-])[C@H]1C[C@@H](OC[C@H]1N=[N+]=[N-])C(=O)N1[C@H](C2=CC=CC=C2CC1)C1=CC=C(C=C1)F ((2R,4S,5S)-4,5-diazidotetrahydro-2H-pyran-2-yl)((S)-1-(4-fluorophenyl)-3,4-dihydroisoquinolin-2(1H)-yl)methanone